C(C)(C)(C)OC(=O)N1C[C@@H](N(CC1)C1=CC2=C(N=C(N=C2O)C)C=N1)C (S)-4-(4-hydroxy-2-methylpyrido[3,4-d]pyrimidin-6-yl)-3-methylpiperazine-1-carboxylic acid tert-butyl ester